C1(CC1)[C@@H]1NC2=C(C(N(C=3C=CC(=CC23)NC2=CC(=NC=C2F)N(C)C)C)=O)OCC1(F)F (S)-2-Cyclopropyl-10-((2-(dimethylamino)-5-fluoropyridin-4-yl)amino)-3,3-difluoro-7-methyl-1,2,3,4-tetrahydro-[1,4]oxazepino[2,3-c]chinolin-6(7H)-on